COC1=NC=CC(=C1)C=1SC(=CN1)CNC(=O)C1=CC(=NN1C)C(F)(F)F N-((2-(2-methoxypyridin-4-yl)thiazol-5-yl)methyl)-1-methyl-3-(trifluoromethyl)-1H-pyrazole-5-carboxamide